1-(2,3-bis(2-hydroxypyridin-4-yl)quinolin-6-yl)-3-(2-hydroxybutyl)urea OC1=NC=CC(=C1)C1=NC2=CC=C(C=C2C=C1C1=CC(=NC=C1)O)NC(=O)NCC(CC)O